N-(2-((4-(3-cyanophenyl)thiazol-2-yl)amino)-2-oxoethyl)-1,2,3,4-tetrahydroisoquinoline-7-carboxamide C(#N)C=1C=C(C=CC1)C=1N=C(SC1)NC(CNC(=O)C1=CC=C2CCNCC2=C1)=O